C(C)(C)(C)OC(=O)N1CCC(CC1)C=1C=CC=C2C=C[C@@H](OC12)C1=C(C=C(C=C1)C#N)F (R)-4-(2-(4-cyano-2-fluorophenyl)-2H-chromen-8-yl)piperidine-1-carboxylic acid tert-butyl ester